4-[[4-[[2-(5-Chloro-2-hydroxyphenyl)acetyl]amino]pyridin-2-carbonyl]amino]tetrahydropyran ClC=1C=CC(=C(C1)CC(=O)NC1=CC(=NC=C1)C(=O)NC1CCOCC1)O